amino-6',7'-dihydrospiro[cyclopropane-1,5'-pyrido[2,3-b]azepin]-8'(9'H)-one hydrochloride Cl.NC=1C=CC2=C(NC(CCC23CC3)=O)N1